10H-phenothiazine 5,5-dioxide C1=CC=CC=2S(C3=CC=CC=C3NC12)(=O)=O